FC(C1=NN=C(O1)C=1C=CC(=NC1)CN(S(=O)(=O)C)C1=CC=CC=C1)F N-((5-(5-(difluoromethyl)-1,3,4-oxadiazol-2-yl)pyridin-2-yl)methyl)-N-phenylmethanesulfonamide